O=C1NC(CCC1NC1=CC=C(C=C1)N1CCC(CC1)CN1C[C@@H]2[C@H](C1)CC(C2)NC(OCC2=CC=CC=C2)=O)=O benzyl ((3aR,5s,6aS)-2-((1-(4-((2,6-dioxopiperidin-3-yl)amino)phenyl)piperidin-4-yl)methyl)octahydrocyclopenta[c]pyrrol-5-yl)carbamate